3-{[3-(dimethylamino)propyl]amino}dodecyl 2-fluoro-2-hexyldecanoate 3-{[(Benzyloxy)carbonyl][3-(dimethylamino)propyl]amino}dodecyl-2-fluoro-2-hexyldecanoate C(C1=CC=CC=C1)OC(=O)N(C(CCOC(C(CCCCCCCC)(CCCCCC)F)=O)CCCCCCCCC)CCCN(C)C.FC(C(=O)OCCC(CCCCCCCCC)NCCCN(C)C)(CCCCCCCC)CCCCCC